CN1N=C(C(=C1)N(C(=O)C1=C(N(C(=C1)C=1C=C2CCNCC2=CC1C(=O)N1CC2=CC=CC=C2C[C@H]1C)C)C)C1=CC=CC=C1)C N-(1,3-dimethylpyrazol-4-yl)-1,2-dimethyl-5-[7-[(3R)-3-methyl-3,4-dihydro-1H-isoquinoline-2-carbonyl]-1,2,3,4-tetrahydroisoquinolin-6-yl]-N-phenyl-pyrrole-3-carboxamide